FC1=C(C=C(C=C1F)F)C1CC=NN1C=O (5-(2,3,5-trifluorophenyl)-4,5-dihydro-1H-pyrazol-1-yl)methanone